NC1=NC=CC(=C1F)CC1=NC=C(C=C1)NC1=C(C=C(C=C1)[Si](C)(C)C)F 2-[(2-amino-3-fluoropyridin-4-yl)methyl]-5-(2-fluoro-4-trimethylsilylanilino)pyridine